C(CCCCCCCCCCCCC)NCCC(=O)[O-] β-tetradecylaminopropionate